C(C1=CC=CC=C1)N1N=C(C(N(C1=O)CC1=CC=CC=C1)=O)C1=CC=CC2=CC=CC=C12 2,4-dibenzyl-6-(naphthalen-1-yl)-1,2,4-triazine-3,5(2H,4H)-dione